CO[Si](C(CCN=C=O)C)(OC)OC 3-(trimethoxysilyl)butyl isocyanate